C1(=CCCC1)OCC(C)OC1=CCCC1 propylene glycol biscyclopentenyl ether